OC(=O)C(F)(F)F.NC1=C(C(=O)O)C=C(C=N1)C1=CC=C(C=C1)[C@@]12CN(C[C@H]2C1)C1CCOCC1 2-amino-5-(4-((1R,5S)-3-(tetrahydro-2H-pyran-4-yl)-3-azabicyclo[3.1.0]hex-1-yl)phenyl)nicotinic acid TFA salt